S1N=NC=C1C1=CC(=C2C=NNC2=C1)OCCOCCCCNCC1=CC(=CC(=C1)OC(F)(F)F)CCOC 4-(2-((6-(1,2,3-thiadiazol-5-yl)-1H-indazol-4-yl)oxy)ethoxy)-N-(3-(2-methoxyethyl)-5-(trifluoromethoxy)benzyl)butan-1-amine